P(=O)(O[C@@H]1[C@H](OC2=CC(=CC(=C2C1=O)O)O)C1=CC(=C(C(=C1)O)O)O)(OCC(C)C)O (2R,3R)-5,7-dihydroxy-4-oxo-2-(3,4,5-trihydroxyphenyl)chroman-3-yl isobutyl hydrogen phosphate